CC=1N=C(SC1C1=NC(=NC=C1)NC=1C=C2C=C(NC2=CC1)C(=O)NCCC1=CC=CC=C1)NC 5-((4-(4-methyl-2-(methylamino)thiazol-5-yl)pyrimidin-2-yl)amino)-N-phenethyl-1H-indole-2-carboxamide